FC=1C=C2C=NN(C2=CC1C1=C2C(=NC=C1)N(N=C2C2CCN(CC2)C(CCC(C)=O)=O)CC(=O)NCC(=O)NCC(=O)OC)C methyl (2-(4-(5-fluoro-1-methyl-1H-indazol-6-yl)-3-(1-(4-oxopentanoyl)piperidin-4-yl)-1H-pyrazolo[3,4-b]pyridin-1-yl)acetyl)glycylglycinate